6-(1-cyclopropyl-2-hydroxy-2-methylpropyl)-4-(4-(1-methyl-1H-pyrazol-4-yl)phenyl)-6,7-dihydro-5H-pyrrolo[3,4-b]pyridin-5-one C1(CC1)C(C(C)(C)O)N1CC2=NC=CC(=C2C1=O)C1=CC=C(C=C1)C=1C=NN(C1)C